C1=C(C=CC2=CC=CC=C12)C1=NN(C=C1/C=C/C(=O)N[C@@H](C(C)C)C(=O)O)C1=CC=CC=C1 (E)-(3-(3-(naphthalen-2-yl)-1-phenyl-1H-pyrazol-4-yl)acryloyl)-L-valine